N-[(2-fluoro-6-hydroxyphenyl)methyl]carbamic acid tert-butyl ester C(C)(C)(C)OC(NCC1=C(C=CC=C1O)F)=O